C(C1=CC=CC=C1)NS(=O)(=O)C=1C=C(C(=O)NC2=CC=C(C=C2)Br)C=CC1Br 3-(benzylsulfamoyl)-4-bromo-N-(4-bromophenyl)benzamide